ClC1=C(C=C(OC2=C(C(C2=O)=O)NC2=C(C=C(OC3=CC(=NC=C3)C(=O)NC)C=C2)F)C=C1)C(F)(F)F 4-(4-(2-(4-chloro-3-(trifluoromethyl)phenoxy)-3,4-dioxocyclobut-1-enylamino)-3-fluorophenoxy)-N-methylpyridine-2-carboxamide